C(C1=CC=CC=C1)N1CC(OCC1)C(C)NS(=O)(=O)C N-[1-(4-benzylmorpholin-2-yl)ethyl]methanesulfonamide